N12CCC(CC1)(CC2)COC(=O)N2[C@H](C1=CC=CC=C1CC2)C2=CC=C(C=C2)O.CC2=CC=C(N=N2)NC2=CC1=C(C=N2)N(C=N1)C1=CC=C(C=N1)C(C)=O 6-[6-[(6-methylpyridazin-3-yl)amino]imidazo[4,5-c]pyridin-3-yl]-3-pyridyl-ethanone quinuclidin-4-ylmethyl-(S)-1-(4-hydroxyphenyl)-3,4-dihydroisoquinoline-2(1H)-carboxylate